1,2-bis((5-methyl-6-(p-tolyl)tetrahydro-2H-pyran-2-yl)oxy)ethane CC1CCC(OC1C1=CC=C(C=C1)C)OCCOC1OC(C(CC1)C)C1=CC=C(C=C1)C